O=C(CCCCC[P+](C1=CC=CC=C1)(C1=CC=CC=C1)C1=CC=CC=C1)NC1CCNCC1 [6-oxo-6-(4-piperidylamino)hexyl]-triphenyl-phosphonium